7-[2-[[4-[5-(Difluoromethyl)-1,3,4-oxadiazol-2-yl]-2,5-difluorophenyl]methyl]tetrazol-5-yl]quinazolin-4-amine FC(C1=NN=C(O1)C1=CC(=C(C=C1F)CN1N=C(N=N1)C1=CC=C2C(=NC=NC2=C1)N)F)F